hydroxymethyloleate OCOC(CCCCCCC\C=C/CCCCCCCC)=O